5-Amino-3-[2-[4-[3-fluoro-4-(2-methoxyethoxy)phenyl]piperazin-1-yl]ethyl]-1-methyl-8-thiazol-2-yl-[1,2,4]triazolo[5,1-f]purin-2-one NN1C=NC(=C2N3C(N=C12)N(C(N3C)=O)CCN3CCN(CC3)C3=CC(=C(C=C3)OCCOC)F)C=3SC=CN3